The molecule is a member of the class of muricholic acids in which the hydroxy groups at positions 6 and 7 have alpha and beta configuration, respectively. C[C@H](CCC(=O)O)[C@H]1CC[C@@H]2[C@@]1(CC[C@H]3[C@H]2[C@H]([C@@H]([C@H]4[C@@]3(CC[C@H](C4)O)C)O)O)C